C12(CC3CC(CC(C1)C3)C2)CC(NCCC(CCC(CCC(CCCN2CCN(CC2)C2=CC=C(C=N2)C2=CC=C3CN(C(C3=C2)=O)C(C(=O)NC=2SC=CN2)C2=CC=CC=C2)=O)=O)=O)=O 2-(6-(6-(4-(1-((3s,5s)-adamantan-1-yl)-2-oxo-6,9,12-trioxo-3-aza-pentadec-15-yl)piperazin-1-yl)pyridin-3-yl)-1-oxo-isoindol-2-yl)-2-phenyl-N-(thiazol-2-yl)acetamide